C(C=NS(=O)=O)(C)C (R)-(+)-tert-butylideneSulfonamide